C(CCCC[C@@H]1SC[C@@H]2NC(=O)N[C@H]12)(=S)N thio-biotinamide